2-(prop-2-ylidene)tetrahydro-1H-pyrrolizine CC(C)=C1CC2CCCN2C1